(2S)-2-amino-4-({[(3S)-pyrrolidin-3-yl]methyl}carbamoyl)butanoic acid N[C@H](C(=O)O)CCC(NC[C@@H]1CNCC1)=O